[Hf+4].C[N-]C.C[N-]C.C[N-]C.C[N-]C.[Hf+4] hafnium tetra(dimethylamide) hafnium